5-ethynyl-8-(isoxazol-5-ylmethyl)-6-methyl-2-((4-(4-methylpiperazin-1-yl)phenyl)amino)pyrido[2,3-d]pyrimidin-7(8H)-one C(#C)C1=C(C(N(C=2N=C(N=CC21)NC2=CC=C(C=C2)N2CCN(CC2)C)CC2=CC=NO2)=O)C